methyl 2-(3-bromophenyl)-3-hydroxy-2-(hydroxymethyl)propanoate BrC=1C=C(C=CC1)C(C(=O)OC)(CO)CO